9,10,13-trihydroxy-11-octadecaenoic acid OC(CCCCCCCC(=O)O)C(C=CC(CCCCC)O)O